6-(4-biphenylyl)-2-phenylpyrimidine C1(=CC=C(C=C1)C1=CC=NC(=N1)C1=CC=CC=C1)C1=CC=CC=C1